(R)-2-((1-(3-cyano-2-((2-cyanoallyl)amino)-7-methyl-4-oxo-4H-pyrido[1,2-a]pyrimidin-9-yl)ethyl)amino)benzoic acid C(#N)C1=C(N=C2N(C1=O)C=C(C=C2[C@@H](C)NC2=C(C(=O)O)C=CC=C2)C)NCC(=C)C#N